N[C@H](C(=O)O)CN1N=CC=C1 L-2-amino-3-(1-pyrazolyl)propionic acid